6,7-dimethoxy-4-(3-(3-(4,4,5,5-tetramethyl-1,3,2-dioxaborolan-2-yl)propyl)azetidin-1-yl)quinazoline COC=1C=C2C(=NC=NC2=CC1OC)N1CC(C1)CCCB1OC(C(O1)(C)C)(C)C